C(C1=CC=CC=C1)(C1=CC=CC=C1)(C1=CC=CC=C1)SC1=C(C=CC=C1)S(=O)(=O)N(CCC)CCC [(trityl)thio]-N,N-dipropylbenzenesulfonamide